C(C)(C)(C)C1=C(C=CC=C1)C1=CC=CC=C1 tert-butyl-biphenyl